2-1-(3,4-dihydroxy-5-oxo-2,5-dihydrofuran-2-yl)ethane-1,2-diyl bis(tosylcarbamate) S(=O)(=O)(C1=CC=C(C)C=C1)NC(OC(COC(NS(=O)(=O)C1=CC=C(C)C=C1)=O)C1OC(C(=C1O)O)=O)=O